8-fluoro-3-{2-[3-methoxy-4-(tetrahydro-2H-pyran-4-yl)phenylamino]-4-pyrimidinylamino}-1,2-dihydro-2-quinolinone FC=1C=CC=C2C=C(C(NC12)=O)NC1=NC(=NC=C1)NC1=CC(=C(C=C1)C1CCOCC1)OC